ClC=1C(=NC=CC1C=1C(=C(C=CC1)NC(=O)C1=CC=C(C=N1)CN(C(OC(C)(C)C)=O)C)C)C1=CC(=C(C=C1)CNCCCF)OC tert-butyl ((6-((3-(3-chloro-2-(4-(((3-fluoropropyl)amino)methyl)-3-methoxyphenyl)pyridin-4-yl)-2-methylphenyl)carbamoyl)pyridin-3-yl)methyl)(methyl)carbamate